ClC1=NN2C(N=CC3=C2[C@@](CN3C(=O)NC3=CC(=NC(=C3)C(F)(F)F)C(C)(C)O)(C(F)(F)F)C)=C1 (R)-2-chloro-N-(2-(2-hydroxypropan-2-yl)-6-(trifluoromethyl)pyridin-4-yl)-8-methyl-8-(trifluoromethyl)-7,8-dihydro-6H-pyrazolo[1,5-a]pyrrolo[2,3-e]pyrimidine-6-carboxamide